ClC1=CC=C(O[C@H]2CN(CC2=C)S(=O)(=O)C2=C(C#N)C=C(C=C2)C(F)(F)F)C=C1 (R)-2-((3-(4-chlorophenoxy)-4-methylenepyrrolidin-1-yl)sulfonyl)-5-(trifluoromethyl)benzonitrile